fluoro-7-(hydroxymethyl)-13-methyl-6,7,13,14-tetrahydro-1,15-ethenopyrazolo[4,3-f][1,4,8,10]benzoxatriazacyclotridecin-4(5H)-one FC1=NN2C3=C1C(NCC(OC1=C(C(NC(=N3)C=C2)C)C=CC=C1)CO)=O